C(C)OC1=C(C=C(C=N1)C1=NC(=C(C(=C1)N(C)CC1(CCCC1)COC)N)N)C(F)(F)F 6'-Ethoxy-N4-{[1-(methoxymethyl)cyclopentyl]methyl}-N4-methyl-5'-(trifluoromethyl)[2,3'-bipyridin]-4,5,6-triamine